FC1CNCC12CN=C(O2)N2[C@H](C1=CC=CC=C1CC2)C2=CC=C(C=C2)F 9-fluoro-2-((S)-1-(4-fluorophenyl)-3,4-dihydroisoquinolin-2(1H)-yl)-1-oxa-3,7-diazaspiro[4.4]non-2-ene